(3-(2-bromo-4-fluorophenyl)propoxy)(tert-butyl)dimethylsilane BrC1=C(C=CC(=C1)F)CCCO[Si](C)(C)C(C)(C)C